5-[5-(2,4-difluorophenoxy)-2-(methylsulfonylmethyl)pyrimidin-4-yl]-3-methoxy-1-methylpyridin-2-one FC1=C(OC=2C(=NC(=NC2)CS(=O)(=O)C)C=2C=C(C(N(C2)C)=O)OC)C=CC(=C1)F